4-(4-((1R,5S)-8-azabicyclo[3.2.1]oct-3-en-3-yl)-8-fluoro-2-(((2R,7aS)-2-fluorohexahydro-1H-pyrrolizin-7a-yl)methoxy)pyrido[4,3-d]pyrimidin-7-yl)-5-ethynyl-6-fluoronaphthalene-2-ol [C@H]12CC(=C[C@H](CC1)N2)C=2C1=C(N=C(N2)OC[C@]23CCCN3C[C@@H](C2)F)C(=C(N=C1)C1=CC(=CC2=CC=C(C(=C12)C#C)F)O)F